7-methoxy-6-nitro-3,4-dihydroquinazolin-4-one COC1=C(C=C2C(NC=NC2=C1)=O)[N+](=O)[O-]